2-methyl-1,3-dibromobenzene CC1=C(C=CC=C1Br)Br